9-methyltridecaldehyde CC(CCCCCCCC=O)CCCC